(1,3-dichloro-9,9-dimethylacridan-2-one-7-yl) phosphate, diammonium salt [NH4+].[NH4+].P(=O)(OC1=CC=C2NC=3C=C(C(C(C3C(C2=C1)(C)C)Cl)=O)Cl)([O-])[O-]